L-glutamic acid γ-(p-nitroanilide) hydrochloride C1=CC(=CC=C1NC(=O)CC[C@@H](C(=O)O)N)[N+](=O)[O-].Cl